C12(CCC(CC1)C2)OC(C)OC(=O)C2C1C3C4C=CC(C3C(C2)C1)C4 8-(1-(1-norbornyloxy)ethoxycarbonyl)-tetracyclo[4.4.0.12,5.17,10]-3-dodecene